3-nitro-1-butanone [N+](=O)([O-])C(CC=O)C